tert-butyl 4-(4-((2-amino-9-((tert-butoxycarbonyl)amino)-10-oxo-10H-chromeno[3,2-b]pyridin-3-yl)oxy)phenyl)piperazine-1-carboxylate NC1=C(C=C2C(=N1)C(C=1C(=CC=CC1O2)NC(=O)OC(C)(C)C)=O)OC2=CC=C(C=C2)N2CCN(CC2)C(=O)OC(C)(C)C